methyl 2-(3-aminoprop-1-yn-1-yl)-4-(4-(3-aminopropyl)piperazin-1-yl)benzoate NCC#CC1=C(C(=O)OC)C=CC(=C1)N1CCN(CC1)CCCN